4,4'-thiobis(2-methyl-6-tert-butylphenol) S(C1=CC(=C(C(=C1)C(C)(C)C)O)C)C1=CC(=C(C(=C1)C(C)(C)C)O)C